FC=1C(=CC(=C(C(=O)NC=2C(=NC=CC2C)OC)C1)O[C@@H](C)CCC)N1N=C2N(CCCC2)C1=O 5-fluoro-N-(2-methoxy-4-methylpyridin-3-yl)-4-(3-oxo-5,6,7,8-tetrahydro[1,2,4]triazolo[4,3-a]pyridin-2(3H)-yl)-2-[(2S)-pent-2-yloxy]benzamide